4-(4-trifluoromethylphenyl)-9-methyl-3-trifluoromethyl-indolopyranone FC(C1=CC=C(C=C1)C=1C(C(OC=2C1N=C1C=CC=C(C12)C)=O)C(F)(F)F)(F)F